7-(dimethoxymethyl)-4-methoxy-3,4-dihydro-2,4-methylene-1,8-naphthyridine-1(2H)-carboxylic acid tert-butyl ester C(C)(C)(C)OC(=O)N1C2CC(C3=CC=C(N=C13)C(OC)OC)(C2)OC